6-(5-formyl-2-oxo-oxazolidin-3-yl)-4-methylpyridine-3-carbonitrile C(=O)C1CN(C(O1)=O)C1=CC(=C(C=N1)C#N)C